ClC=1C=C(C=2N(N1)C(=CN2)F)C2CC2 6-chloro-8-cyclopropyl-3-fluoro-imidazo[1,2-b]pyridazine